C12CN(CC(CC1)N2)C=2N=C(C(=C1C(=C(N=CC21)C2=CC(=CC1=CC=C(C(=C21)C#C)F)O)F)I)C 4-[8-(3,8-diazabicyclo[3.2.1]octan-3-yl)-4-fluoro-5-iodo-6-methyl-2,7-naphthyridin-3-yl]-5-ethynyl-6-fluoro-naphthalen-2-ol